COC1=NC2=CC=CC=C2C(=N1)N 2-methoxyquinazolin-4-amine